[Na+].C(=C)S(=O)(=O)[O-] vinyl-sulfonate-sodium salt